(S)-N-(3-(5-fluoro-2-(2-fluoro-3-(methylsulfonyl)phenyl-amino)pyrimidin-4-yl)-1H-indol-7-yl)-3-methoxy-2-(4-methylpiperazin-1-yl)propanamide FC=1C(=NC(=NC1)NC1=C(C(=CC=C1)S(=O)(=O)C)F)C1=CNC2=C(C=CC=C12)NC([C@H](COC)N1CCN(CC1)C)=O